2,3,5,6-tetrafluoro-4'-(methylthio)-[1,1'-biphenyl]-4-carboxylic acid methyl ester COC(=O)C1=C(C(=C(C(=C1F)F)C1=CC=C(C=C1)SC)F)F